CN(C(=O)[C@H]1CN(CC[C@@H]1NC(=O)C1=NOC(=C1)C1=C(C=C(C=C1)F)F)C1CCCCC1)CCC1=NC=CC=C1 (3S,4S)-1-cyclohexyl-4-{[5-(2,4-difluoro-phenyl)-isoxazole-3-carbonyl]-amino}-piperidine-3-carboxylic acid methyl-(2-pyridin-2-yl-ethyl)-amide